NC1=NC=C(C=C1OC=1C=C(C=CC1)NC(=O)NC1=CC=C(C=C1)S(=O)(=O)C)Cl 1-(3-((2-amino-5-chloropyridin-3-yl)oxy)phenyl)-3-(4-(methylsulfonyl)phenyl)urea